[Bi].[Sb] stibium-bismuth